FC=1C=C(C=CC1)C=1C=C2C(=NN(C2=CC1)C(C1=CC=CC=C1)(C1=CC=CC=C1)C1=CC=CC=C1)NC(=O)C1CCN(CC1)C N-[5-(3-fluorophenyl)-1-trityl-1H-indazol-3-yl]-1-methylpiperidine-4-carboxamide